2-[4-[4-[(2,6-dioxo-3-piperidinyl)amino]phenyl]-1-piperidinyl]-N-[pyrrolidin-3-yl]acetamide O=C1NC(CCC1NC1=CC=C(C=C1)C1CCN(CC1)CC(=O)NC1CNCC1)=O